6-(2-chloro-6-fluorophenyl)-4-((4-(4-Cyclopropylpiperazine-1-carbonyl)phenyl)amino)pyridazine-3-carboxamide hydrochloride Cl.ClC1=C(C(=CC=C1)F)C1=CC(=C(N=N1)C(=O)N)NC1=CC=C(C=C1)C(=O)N1CCN(CC1)C1CC1